N-(fluorosulfonyl)trifluoromethanesulfonamide FS(=O)(=O)NS(=O)(=O)C(F)(F)F